trans-3-(4-(5-(aminomethyl)-1-methyl-1H-1,2,3-triazol-4-yl)phenoxy)cyclohexanecarboxylic acid isopropyl ester C(C)(C)OC(=O)[C@@H]1C[C@H](CCC1)OC1=CC=C(C=C1)C=1N=NN(C1CN)C